FC([C@H](OC1=NN(C2=NN=C(C=C21)C=2C(NC(NC2)=O)=O)C)C2=CC=C1C=NN(C1=C2)CC(F)(F)F)F 5-[3-[(1R)-2,2-difluoro-1-[1-(2,2,2-trifluoroethyl)indazol-6-yl]ethoxy]-1-methyl-pyrazolo[3,4-c]pyridazin-5-yl]-1H-pyrimidine-2,4-dione